C1(CC1)C=1C=C(C=2N(C1)C=C(N2)CN2N=NC(=C2)C(=O)OCC2=CC=CC=C2)CCC(=O)OCC benzyl 1-((6-cyclopropyl-8-(3-ethoxy-3-oxopropyl)imidazo[1,2-a]pyridin-2-yl)methyl)-1H-1,2,3-triazole-4-carboxylate